CC1(CNCCC1N(C=1SC2=C(N=NC(=C2)C2=C(C=C(C=C2)C=2C=NNC2)O)N1)C)C 2-{6-[(3,3-dimethylpiperidin-4-yl)(methyl)amino][1,3]thiazolo[4,5-c]pyridazin-3-yl}-5-(1H-pyrazol-4-yl)phenol